C1(CC1)C1=NC=NC(=C1)C=C 4-cyclopropyl-6-vinyl-pyrimidine